C[NH+](C)C Tri-Methyl-Ammonium